N-(5-iodoquinolin-8-yl)-2-methyl-3-butenamide IC1=C2C=CC=NC2=C(C=C1)NC(C(C=C)C)=O